Br.NCC1=NC2(CCC2)C(N1C1=CC=C2C=CC=NC2=C1)=O 6-(aminomethyl)-7-(quinolin-7-yl)-5,7-diazaspiro[3.4]oct-5-en-8-one hydrobromide